6,12-dimethoxy-5,11-diphenyl(chrysene) COC1=CC=CC=C1C1=C2C=3C=CC=CC3C(=C(C2=C2C=CC=CC2=C1)C1=CC=CC=C1)OC